trans-1,2-cyclohexanediamine-(dihydrogen pyrophosphate) platinum (II) [Pt+2].OP(O)(=O)OP(=O)([O-])[O-].[C@@H]1([C@@H](CCCC1)N)N